3-(4-(4-hydroxybenzylidene)-4,5-dihydro-1-methyl-5-oxo-imidazol-2-yl)acrylic acid OC1=CC=C(C=C2N=C(N(C2=O)C)C=CC(=O)O)C=C1